NC=1N=C(C=C2C=C(N=CC12)NC(=O)C1C(C1)F)C=1C=NC(=CC1C)C=1C(NC=CC1)=O N-[8-amino-6-[4-methyl-6-(2-oxo-1H-pyridin-3-yl)-3-pyridinyl]-2,7-naphthyridin-3-yl]-2-fluoro-cyclopropanecarboxamide